C(#N)C=1C=NN2C1C(=NC(=C2)C=2C=NN(C2)C)C=2C=CC(=NC2)N2CCN(CC2)C(C(C2=C(C=C(C=C2)F)F)NC(OC(C)(C)C)=O)=O tert-butyl (2-(4-(5-(3-cyano-6-(1-methyl-1H-pyrazol-4-yl)pyrazolo[1,5-a]pyrazin-4-yl)pyridin-2-yl)piperazin-1-yl)-1-(2,4-difluorophenyl)-2-oxoethyl)carbamate